CC1=C(C#N)C=CC(=C1)NC1=NC=C2C(=N1)N(N(C2=O)CC=C)C2=NC(=CC=C2)NC2CCNCC2 2-methyl-4-[(3-oxo-1-{6-[(piperidin-4-yl)amino]pyridin-2-yl}-2-(prop-2-en-1-yl)-1H,2H,3H-pyrazolo[3,4-d]pyrimidin-6-yl)amino]benzonitrile